4-(2-(diethylamino)ethoxy)-3-nitrobenzamide C(C)N(CCOC1=C(C=C(C(=O)N)C=C1)[N+](=O)[O-])CC